BrC=1C(=NC(=NC1C)C1CC1)N(N)S(=O)(=O)C1=CC=C(C=C1)C N-(5-bromo-2-cyclopropyl-6-methyl-pyrimidin-4-yl)-4-methylbenzenesulfonohydrazide